(3-bromo-4-((2,4-dimethoxybenzyl)amino)-1H-pyrazolo[4,3-c]pyridin-1-yl)hexahydroindolizin-3(2H)-one BrC1=NN(C2=C1C(=NC=C2)NCC2=C(C=C(C=C2)OC)OC)C2CC(N1CCCCC21)=O